CC(CCCCCCCC)=O 2-Decanon